N-(4-(methoxymethyl)-1-(2-(5-methyl-1H-indol-3-yl)ethyl)piperidin-4-yl)-N-phenylbutyramide COCC1(CCN(CC1)CCC1=CNC2=CC=C(C=C12)C)N(C(CCC)=O)C1=CC=CC=C1